CC1=CC=C(C(=O)NCC=2C=C3CCCN(C3=CC2)C(CC(C)C)=O)C=C1 4-Methyl-N-{[1-(3-methylbutanoyl)-1,2,3,4-tetrahydrochinolin-6-yl]methyl}benzamid